NC=1N=CN(C(C1C(=O)OC)=O)C1=C(C=C(C=C1C)OC(F)(F)F)C methyl 4-amino-1-(2,6-dimethyl-4-(trifluoromethoxy)phenyl)-6-oxo-1,6-dihydropyrimidine-5-carboxylate